2-(ethylhexyl)-5-methylhexahydropyrimidine C(C)C(CCCCC)C1NCC(CN1)C